2,3-dimethylpyrrolidine CC1NCCC1C